[S].C12=CC=C(N1)C=C1C=CC(=N1)C=C1C=CC(N1)=CC=1C=CC(N1)=C2 porphyrin compound with sulfur